BrC=1C(=C2C=C(C(N3C2=C(C1OCOC)CC3)=O)OCCC(C)C)F 8-bromo-7-fluoro-5-(isopentyloxy)-9-(methoxymethoxy)-1,2-dihydro-4H-pyrrolo[3,2,1-ij]quinolin-4-one